FC=1C(=C(C=CC1F)C1C(SC(C1)(C(F)(F)F)C)C(=O)NC=1C=CC(=C(C1)OB(O)O)F)OC (5-(3-(3,4-difluoro-2-methoxyphenyl)-5-methyl-5-(trifluoromethyl)tetrahydrothiophene-2-carboxamido)-2-fluorophenyl)boric acid